C(=O)O.C(=O)O.CCCCCCCCCC decane diformate